silylacetate [SiH3]CC(=O)[O-]